N1(CCCC1)C1CCNCC1 4-(1-Pyrrolidinyl)-piperidin